C(CCCCCCC)OC(CCCCCCCCCCC/C=C/CCO)OCCCCCCCC (3E)-16,16-dioctyloxy-3-hexadecen-1-ol